OC=1C=C(C2=CC=CC=C2C1)C=1C(=C(N=C2[C@H]3C([C@@H](CC12)C3)(C)C)N3CC1(CN(C1)C(C=C)=O)CC3)C#N (1R,9R)-6-(3-hydroxy-1-naphthalenyl)-10,10-dimethyl-4-(2-(2-propenoyl)-2,6-diazaspiro[3.4]octan-6-yl)-3-azatricyclo[7.1.1.02,7]undeca-2,4,6-triene-5-carbonitrile